C1(CC1)C1=NC=CC(=C1)C=1OC=C(N1)C(=O)OCC 1-Ethyl 2-(2-cyclopropyl-4-pyridyl)oxazole-4-carboxylate